C(C)(C)(C)OC(=O)N1C[C@H](N(CC1)C=1C2=C(N=CN1)NC=C2C2CC2)C (R)-4-(5-cyclopropyl-7H-pyrrolo[2,3-d]pyrimidin-4-yl)-3-methylpiperazine-1-carboxylic acid tert-butyl ester